2,6-di-tert-butoxyphenol C(C)(C)(C)OC1=C(C(=CC=C1)OC(C)(C)C)O